[Ni].C1(=CC=CC=C1)/C=C/C1=CC=CC=C1.C1(=CC=CC=C1)/C=C/C1=CC=CC=C1.C1(=CC=CC=C1)/C=C/C1=CC=CC=C1 tris-[trans-di-phenylethene] nickel (0)